ClC1=C(C(=CC=C1)Cl)N 2,6-dichlorobenzeneamine